1-naphthalinsulfonat C1(=CC=CC2=CC=CC=C12)S(=O)(=O)[O-]